5-[(E)-2-phenylvinyl]-2-(propan-2-yl)benzene-1,3-diol C1(=CC=CC=C1)/C=C/C=1C=C(C(=C(C1)O)C(C)C)O